2-chloro-5-methyl-N-(4-(1-((2-(trimethylsilyl)ethoxy)methyl)-1H-pyrazol-4-yl)phenyl)pyrimidin-4-amine ClC1=NC=C(C(=N1)NC1=CC=C(C=C1)C=1C=NN(C1)COCC[Si](C)(C)C)C